C(#N)C1=NC(=CC=C1)F 2-cyano-6-fluoropyridine